ClC=1C=CC=C2C(C(=C(NC12)C1=CC=CC=C1)CO)=O 8-chloro-3-hydroxymethyl-2-phenylquinolin-4(1H)-one